3-amino-N-(1-(6-((2-amino-2-oxo-1-phenylethyl)thio)-3,5-dicyano-4-cyclopropylpyridin-2-yl)azetidin-3-yl)oxetane-3-carboxamide NC1(COC1)C(=O)NC1CN(C1)C1=NC(=C(C(=C1C#N)C1CC1)C#N)SC(C(=O)N)C1=CC=CC=C1